FC=1C=CC(=C(C1)[C@@H](N1C(C2=CC(=CC=C2C1)C1=CC=C(C=C1)N1CCC(CC1)N1CCN(CC1)C)=O)C=1NC2=CC=CC=C2C1)O (R)-2-((5-fluoro-2-hydroxyphenyl)(1H-indol-2-yl)methyl)-6-(4-(4-(4-methylpiperazin-1-yl)piperidin-1-yl)phenyl)isoindolin-1-one